COC1=C(C(=O)P(OC)(=O)C2=CC=CC=C2)C(=CC=C1)OC methyl 2,6-dimethoxybenzoyl-phenylphosphinate